2-(6-{5-chloro-2-[(oxan-4-yl)amino]pyrimidin-4-yl}-1-oxo-2,3-dihydro-1H-isoindol-2-yl)-N-[1-(hydroxymethyl)cyclopentyl]acetamide ClC=1C(=NC(=NC1)NC1CCOCC1)C1=CC=C2CN(C(C2=C1)=O)CC(=O)NC1(CCCC1)CO